3-fluoro-N-methyl-4-(naphthalen-1-yl)but-2-en-1-imine oxide FC(=CC=[N+](C)[O-])CC1=CC=CC2=CC=CC=C12